C(CC#CCCCC)OC(CCC(=O)OCCCCCCCN(CCCCCCCOC(CCC(OCCC#CCCCC)OCCC#CCCCC)=O)CCO)OCCC#CCCCC ((2-hydroxyethyl)azanediyl)bis(heptane-7,1-diyl) bis(4,4-bis(oct-3-yn-1-yloxy)butanoate)